CC1=C(C=C(OCCNC(OC(C)(C)C)=O)C=C1)C(NC(C)C1=CC=CC2=CC=CC=C12)=O tert-Butyl (2-(4-methyl-3-((1-(naphthalen-1-yl)ethyl)carbamoyl)phenoxy)ethyl)carbamate